C(CCCC)OC(C(=C)C)=O Amylmethacrylat